2-(1-(4-Bromophenyl)-3-(4-fluorophenyl)-1H-pyrazol-4-yl)-3-(4-ethoxyphenethyl)-5-methyloxane BrC1=CC=C(C=C1)N1N=C(C(=C1)C1OCC(CC1CCC1=CC=C(C=C1)OCC)C)C1=CC=C(C=C1)F